tert-butyl (3-(2-nitro-1H-imidazol-1-yl)propyl)carbamate Cesium carbonate C([O-])([O-])=O.[Cs+].[N+](=O)([O-])C=1N(C=CN1)CCCNC(OC(C)(C)C)=O.[Cs+]